(1-benzyl-1H-indazol-6-yl)ethane Diundecylcarbonate C(CCCCCCCCCC)OC(OCCCCCCCCCCC)=O.C(C1=CC=CC=C1)N1N=CC2=CC=C(C=C12)CC